ClC=1C=C(CCNS(=O)(=O)C)C=CC1C=1N(C2=NC=NC(=C2N1)OC1(CC1)C)CC1=NC=CC(=C1)C N-(3-chloro-4-(6-(1-methylcyclopropoxy)-9-((4-methylpyridin-2-yl)methyl)-9H-purin-8-yl)phenethyl)methanesulfonamide